cobalt-nickel-lithium [Li].[Ni].[Co]